6-(4-Fluorophenyl)-N-((1R)-1-(2-(trifluoromethyl)pyrimidin-5-yl)ethyl)cinnolin-4-amin FC1=CC=C(C=C1)C=1C=C2C(=CN=NC2=CC1)N[C@H](C)C=1C=NC(=NC1)C(F)(F)F